N=1N(N=CC1)C1=C(C=C(C=N1)NC(C1=C(C=C(C(=C1)F)C1=C(C=NC=C1CCC1CC1)N)Cl)=O)C(F)(F)F N-(6-(2H-1,2,3-triazol-2-yl)-5-(trifluoromethyl)pyridin-3-yl)-4-(3-amino-5-(2-cyclopropylethyl)pyridin-4-yl)-2-chloro-5-fluorobenzamide